ClC1=C(C=2N(C=C1)N=CC2I)OC 5-Chloro-3-iodo-4-methoxy-pyrazolo[1,5-a]pyridine